BrC=1C=C(C(=C(O[Si](C2=CC=CC=C2)(C2=CC=CC=C2)C(C)(C)C)C1)OC)OC (5-bromo-2,3-dimethoxyphenoxy)(tert-butyl)diphenyl-silane